N1N=NC2=NC(=CC=C21)C=2C=C(C(=O)NC1=CC=C(C=C1)NS(=O)(=O)C1=CC=C(C=C1)C)C=CC2 3-(1H-[1,2,3]triazolo[4,5-b]pyridin-5-yl)-N-(4-((4-methylphenyl)sulfonamido)phenyl)benzamide